2-chloro-N-(5-chloro-6-(2H-1,2,3-triazol-2-yl)pyridin-3-yl)-9,9-dimethyl-6,7,8,9-tetrahydropyrazolo[1,5-a]quinazoline-6-carboxamide ClC1=NN2C(N=CC=3C(CCC(C23)(C)C)C(=O)NC=2C=NC(=C(C2)Cl)N2N=CC=N2)=C1